COC1=C(C=CC=C1)P(CCCP(C1=C(C=CC=C1)OC)C1=C(C=CC=C1)OC)C1=C(C=CC=C1)OC 1,3-bis(di(o-methoxyphenyl)phosphino)propane